N[C@H](C(=O)OC)CC1=CC=C(C=C1)N1C(N(C2=C(C1=O)CCC2)C)=O methyl (S)-2-amino-3-(4-(1-methyl-2,4-dioxo-1,2,4,5,6,7-hexahydro-3H-cyclopenta[d]pyrimidin-3-yl)phenyl)propanoate